N-((5-chloro-8-hydroxyquinolin-7-yl)(pyridin-3-yl)methyl)acrylamide ClC1=C2C=CC=NC2=C(C(=C1)C(NC(C=C)=O)C=1C=NC=CC1)O